(E)-4-(2-chlorophenyl)but-3-en-2-one ClC1=C(C=CC=C1)/C=C/C(C)=O